FC1=C2C3(CN(C(C2=CC=C1C1C(C1)F)=O)CC(=O)OC)CC3 methyl 2-(5'-fluoro-6'-(2-fluorocyclopropyl)-1'-oxo-1'H-spiro[cyclopropane-1,4'-isoquinolin]-2'(3'H)-yl)acetate